ClC=1C=C(C=2N(N1)C=NN2)N[C@H](C)C2=C(C=C(C=C2)Cl)Cl 6-chloro-N-[(1R)-1-(2,4-dichlorophenyl)ethyl]-[1,2,4]triazolo[4,3-b]pyridazin-8-amine